N,N'-di(β-naphthyl)p-phenylenediamine C1=C(C=CC2=CC=CC=C12)NC1=CC=C(C=C1)NC1=CC2=CC=CC=C2C=C1